C(CC(=O)[O-])(=O)OCCCC(CC1=CC(=C(C(=C1)C(C)(C)C)O)C(C)(C)C)(C1CC(N(C(C1)(C)C)C)(C)C)C1CC(N(C(C1)(C)C)C)(C)C bis(1,2,2,6,6-pentamethyl-4-piperidinyl)-[(3,5-bis(1,1-dimethylethyl)-4-hydroxyphenyl)methyl]butyl malonate